1-methylpyrazolo[4,3-b]pyridin-6-amine CN1N=CC2=NC=C(C=C21)N